C(C)(C)(C)OC(=O)N1CCC(=CC1)C1=CC(=C(C=C1)O)[N+](=O)[O-].C(C1=CC=CC=C1)NC(=O)C=1C(=NC=NC1)C1=CN(C2=CC=CC=C12)C N-benzyl-4-(1-methyl-1H-indol-3-yl)pyrimidine-5-carboxamide tert-butyl-4-(4-hydroxy-3-nitrophenyl)-3,6-dihydropyridine-1(2H)-carboxylate